C(C)(C)(C)NC=1C2=C(N=C(N1)Cl)C=CC=N2 N-tert-butyl-2-chloropyrido[3,2-d]pyrimidin-4-amine